N1=C(N=CC(=C1)[C@@H]1[C@@H](C1)C=1C=C(C(=C(C1)N[C@@H]1CN(CC1)C)F)F)C1=NC=CC=N1 cis-(3S)-N-(5-(2-([2,2'-bipyrimidin]-5-yl)cyclopropyl)-2,3-difluorophenyl)-1-methylpyrrolidin-3-amine